((6-(difluoromethoxy)-2-(3'-(6-methoxy-5-(((S)-3-methylpyrrolidin-1-yl)methyl)pyridin-2-yl)-2,2'-dimethyl-[1,1'-biphenyl]-3-yl)benzo[d]oxazol-5-yl)methyl)-D-proline FC(OC1=CC2=C(N=C(O2)C=2C(=C(C=CC2)C2=C(C(=CC=C2)C2=NC(=C(C=C2)CN2C[C@H](CC2)C)OC)C)C)C=C1CN1[C@H](CCC1)C(=O)O)F